N-(3-(1H-imidazol-1-yl)propyl)-6-phenylpyridineamide N1(C=NC=C1)CCCNC(=O)C1=NC(=CC=C1)C1=CC=CC=C1